BrC1=CC=C2OC=3C=CC=4C(N(C(C5=CC=C(C3C45)C2=C1)=O)CCCCCCO)=O 9-bromo-2-(6-hydroxyhexyl)-1H-xantheno[2,1,9-def]isoquinoline-1,3(2H)-dione